1-(4'-bromobiphenyl-4-yl)-4-chloronaphthalene BrC1=CC=C(C=C1)C1=CC=C(C=C1)C1=CC=C(C2=CC=CC=C12)Cl